fluorine decanoic acid C(CCCCCCCCC)(=O)O.[F]